C1(=CC=CC=C1)C1(CC1)C(=O)O 1-phenylcyclopropane-1-carboxylic acid